2-(3,4-epoxycyclohexyl)ethyl(methyl)dimethoxysilane C1(CC2C(CC1)O2)CC[Si](OC)(OC)C